CC1(CBCC1(C)C)C 3,3,4,4-tetramethylborolane